C[C@@H]1CN(C[C@@H](O1)C)C(=O)C1=NN(C=2CC[C@H](CC12)C(F)(F)F)CC(=O)N1CCN(CC1)C1=C(C(=CC=C1)C)C 2-[(5R)-3-[(2R,6S)-2,6-dimethylmorpholine-4-carbonyl]-5-(trifluoromethyl)-4,5,6,7-tetrahydro-1H-indazol-1-yl]-1-[4-(2,3-dimethylphenyl)piperazin-1-yl]ethan-1-one